C(C1=CC=CC=C1)(=O)O[C@H]1C=2C(=NN(C2CCC1(F)F)CCC(C)(C)C#N)C(F)(F)F [(4S)-1-(3-cyano-3-methylbutyl)-5,5-difluoro-3-(trifluoromethyl)-6,7-dihydro-4H-indazol-4-yl] benzoate